C(C(=C)C)(=O)OCCN=C=O 2-(methacryloyloxy)ethyl isocyanate